9-benzyl-8-(2-chloro-4-methoxyphenyl)-6-(1-methyl-cyclopropoxy)-9H-purine C(C1=CC=CC=C1)N1C2=NC=NC(=C2N=C1C1=C(C=C(C=C1)OC)Cl)OC1(CC1)C